ClC=1C=C(C=CC1C)[C@@H]([C@H]1[C@H]([C@H]2[C@H](OC(O2)(C)C)O1)O)O (3AS,5S,6R,6aS)-5-((S)-(3-chloro-4-methylphenyl)(hydroxy)methyl)-2,2-dimethyltetrahydrofurano[2,3-d][1,3]dioxol-6-ol